C(#N)C=1C=C(C=CC1)[N-]SCC1=CC(=CC(=C1)F)F 3-cyano-N-(3,5-difluorobenzyl)thiophenylamide